(Z)-2-methyl-N-(1-(3-(pentafluoro-λ6-sulfanyl)phenyl)ethylidene)propane-2-sulfinamide CC(C)(C)S(=O)\N=C(\C)/C1=CC(=CC=C1)S(F)(F)(F)(F)F